FC1=C(C=CC=C1)CC(=O)N(C(C#C)=O)CCCOC=1C(=C(C(=O)[O-])C=CC1OC)NC(C#C)=O 3-(N-(2-(2-fluorophenyl)acetyl)propiolamido)propoxy-4-methoxy-2-propiolamidobenzoate